(R)-N'-(((R)-1-methoxy-1,2,3,5,6,7-hexahydro-s-indacen-4-yl)carbamoyl)-6,6-dimethyl-6,7-dihydro-5H-pyrazolo[5,1-b][1,3]oxazine-3-sulfonimidamide CO[C@@H]1CCC2=C(C=3CCCC3C=C12)NC(=O)N=[S@](=O)(N)C=1C=NN2C1OCC(C2)(C)C